FC(CNC(=O)C=1C=NN2C1C=C(C=C2)C2=CNC=1N=C(N=CC12)N[C@@H](C(F)(F)F)C)F (R)-N-(2,2-difluoroethyl)-5-(2-((1,1,1-trifluoropropan-2-yl)amino)-7H-pyrrolo[2,3-d]pyrimidin-5-yl)pyrazolo[1,5-a]pyridine-3-carboxamide